C1(=CC=CC=C1)C=CC(=O)OC methyl 3-phenyl-2-propenoate